C(#N)C=1C=CC=C2C=C(NC12)C(=O)N1[C@@H]([C@H]2C([C@H]2C1)(C)C)C(=O)N[C@H](CO)C[C@H]1C(NCC1)=O (1R,2S,5S)-3-(7-cyano-1H-indole-2-carbonyl)-N-((S)-1-hydroxy-3-((S)-2-oxopyrrolidin-3-yl)propan-2-yl)-6,6-dimethyl-3-azabicyclo[3.1.0]hexane-2-carboxamide